Ethyl 2-((3,5-difluorobenzyl)amino)pyrimidine-5-carboxylate FC=1C=C(CNC2=NC=C(C=N2)C(=O)OCC)C=C(C1)F